6-bromo-3-(4,4,4-trifluoro-3,3-dimethyl-but-1-ynyl)pyrazin-2-amine BrC1=CN=C(C(=N1)N)C#CC(C(F)(F)F)(C)C